4-[4-(2-amino-1,3-benzothiazol-5-yl)pyridin-2-yl]-2-[(2E)-2-(aminomethyl)-3-fluoroprop-2-en-1-yl]-2,4-dihydro-3H-1,2,4-triazol-3-one NC=1SC2=C(N1)C=C(C=C2)C2=CC(=NC=C2)N2C(N(N=C2)C\C(=C\F)\CN)=O